C(#N)NC1CC(C1)C(=O)NCC1=CC=C(C=C1)C(C)C (1r,3r)-3-(cyanoamino)-N-{[4-(propan-2-yl)phenyl]methyl}cyclobutane-1-carboxamide